1-bromo-3-(cyclopropyloxy)benzene tert-butyl-(S)-4-(6-bromo-1,2,4-triazin-3-yl)-2-cyclopropylpiperazine-1-carboxylate C(C)(C)(C)OC(=O)N1[C@H](CN(CC1)C=1N=NC(=CN1)Br)C1CC1.BrC1=CC(=CC=C1)OC1CC1